(2R)-5-{4-[2-(2-ethoxyethoxy) ethoxy] phenyl}-2-hydroxyvalerate C(C)OCCOCCOC1=CC=C(C=C1)CCC[C@H](C(=O)[O-])O